ClC1=C(C=C2C=C(N=CC2=C1)NC(=O)[C@H]1[C@@H](C1)F)C1CCN(CC1)[C@]1(COC[C@H]1O)C (1S,2R)-N-(7-chloro-6-(1-((3S,4S)-4-hydroxy-3-methyltetrahydrofuran-3-yl)piperidin-4-yl)isoquinolin-3-yl)-2-fluorocyclopropane-1-carboxamide